FC1=C(C=CC=C1)NC=1C=NC=CC1S(=O)C N-(2-fluorophenyl)-4-methanesulfinylpyridin-3-amine